5-(tert-butyl) 7-methyl 6-oxo-5-azaspiro[2.5]octane-5,7-dicarboxylate O=C1N(CC2(CC2)CC1C(=O)OC)C(=O)OC(C)(C)C